NCC1CC2(C1)CCN(CC2)C(=O)[O-] 2-(Aminomethyl)-7-azaspiro[3.5]nonane-7-carboxylate